N-(3-(1H-imidazol-1-yl)propyl)-3-(1,2,5-trimethyl-1H-indol-3-yl)propanamide tert-butyl-(2S,4R)-2-(5-chloro-4-hydroxypyridin-3-yl)-4-hydroxypyrrolidine-1-carboxylate C(C)(C)(C)OC(=O)N1[C@@H](C[C@H](C1)O)C=1C=NC=C(C1O)Cl.N1(C=NC=C1)CCCNC(CCC1=C(N(C2=CC=C(C=C12)C)C)C)=O